3-(2-chloro-3-(1,4-benzodioxan-6-yl)anilino)isothiazol ClC1=C(NC2=NSC=C2)C=CC=C1C1=CC2=C(OCCO2)C=C1